COC1=C(C(=CC2=C1C1=CC=C(C(C=C1[C@H](CC2)NC(C)=O)=O)N2N=NC=C2)OC)OC (S)-N-(1,2,3-trimethoxy-9-oxo-10-(1H-1,2,3-triazol-1-yl)-5,6,7,9-tetrahydrobenzo[a]heptalen-7-yl)acetamide